(4-(benzyloxy)-2,3,5-trifluorophenyl)methanol C(C1=CC=CC=C1)OC1=C(C(=C(C=C1F)CO)F)F